5-(2-((cis-4-methoxycyclohexyl)amino)-7H-pyrrolo[2,3-d]pyrimidin-5-yl)-N-(1-methylpiperidin-4-yl)pyrazolo[1,5-a]pyridine-3-carboxamide CO[C@H]1CC[C@H](CC1)NC=1N=CC2=C(N1)NC=C2C2=CC=1N(C=C2)N=CC1C(=O)NC1CCN(CC1)C